4-((4-(1-((5-hydroxyl-6-oxo-1,6-dihydroPyrimidin-4-yl)methyl)-3-isopropyl-2-oxoimidazolin-4-yl)phenyl)ethynyl)-N-(2-methoxyethyl)benzamide OC1=C(N=CNC1=O)CN1C(N(C(C1)C1=CC=C(C=C1)C#CC1=CC=C(C(=O)NCCOC)C=C1)C(C)C)=O